5-chloro-3-(3-methyl-1,2,4-thiadiazol-5-yl)thieno[3,2-b]pyridine ClC1=CC=C2C(=N1)C(=CS2)C2=NC(=NS2)C